N-(1,1-dimethylethyl)prop-2-enamide CC(C)(C)NC(C=C)=O